CN(C1=C(C(=NC=2N1N=CN2)C)CC=2C=C(C=CC2)[SH2](=O)C=N)C (3-{[7-(dimethylamino)-5-methyl-[1,2,4]triazolo[1,5-a]pyrimidin-6-yl]methyl}phenyl)(imino)methyl-λ6-sulfanone